NC1=C(C=CC(=C1)CCC1=CC=C(C=C1)C(F)(F)F)NC(CCCCC[C@H](CF)F)=O (7R)-N-(2-amino-4-(4-(trifluoromethyl)phenethyl)phenyl)-7,8-difluorooctanamide